(E)-ethyl-(3-methoxy-4-(2-nitroprop-1-en-1-yl)phenyl)sulfane C(C)SC1=CC(=C(C=C1)\C=C(/C)\[N+](=O)[O-])OC